FC=1C=NC=CC1N1CCN(CC1)C(CCCC1=C2C=CC=NC2=CC=C1)=O 1-(4-(3-fluoropyridin-4-yl)piperazin-1-yl)-4-(quinolin-5-yl)butan-1-one